[N-](S(=O)(=O)C(F)(F)F)S(=O)(=O)C(F)(F)F.C(CCCCCCC)N1C=[N+](C=C1)C 1-octyl-3-methylimidazolium bis(trifluoromethylsulfonyl)imide